CC1(C(CC1)NC(=O)C=1N=C(C=C2C1NN=C2)NC=2C=NN(C2)C)C N-(2,2-dimethylcyclobutyl)-5-[(1-methylpyrazol-4-yl)amino]-1H-pyrazolo[3,4-c]pyridine-7-carboxamide